N-((2-fluorobenzyl)(methyl)(oxo)-λ6-sulfaneylidene)-5-(5-(trifluoromethyl)-1,2,4-oxadiazol-3-yl)pyrimidine-2-carboxamide FC1=C(CS(=NC(=O)C2=NC=C(C=N2)C2=NOC(=N2)C(F)(F)F)(=O)C)C=CC=C1